N-((1r,4r)-4-((3-(4-(1H-imidazol-1-yl)pyridin-2-yl)-2-oxo-2,3-dihydro-1H-benzo[d]imidazol-1-yl)methyl)cyclohexyl)-5-chloro-2-(difluoromethyl)nicotinamide N1(C=NC=C1)C1=CC(=NC=C1)N1C(N(C2=C1C=CC=C2)CC2CCC(CC2)NC(C2=C(N=CC(=C2)Cl)C(F)F)=O)=O